C1(C(O1)O)O epoxyethylene alcohol